((4-chloro-1-(4-(trifluoromethoxy)phenyl)-1H-pyrazolo[3,4-b]pyridin-3-yl)methyl)carbamic acid tert-butyl ester C(C)(C)(C)OC(NCC1=NN(C2=NC=CC(=C21)Cl)C2=CC=C(C=C2)OC(F)(F)F)=O